6-(1-(6-(2,6-dimethylphenyl)-1H-imidazo[4,5-b]pyrazin-1-yl)ethyl)-5,7-difluoroquinoline CC1=C(C(=CC=C1)C)C1=CN=C2C(=N1)N(C=N2)C(C)C=2C(=C1C=CC=NC1=CC2F)F